C(#N)C=1C(=NC(=C(C1C1CC1)C#N)N1C[C@H](CCC1)O)SC(C(=O)N)C1=CC=CC=C1 2-(3,5-dicyano-4-cyclopropyl-6-((S)-3-hydroxypiperidin-1-yl)pyridin-2-ylsulfanyl)-2-phenylAcetamide